(2R,3S)-3-((5-fluoro-2-(2-methoxy-7-methylquinoxalin-5-yl)benzo[d]thiazol-6-yl)oxy)butan-2-yl (2-(hydroxymethyl)pyridin-4-yl)carbamate OCC1=NC=CC(=C1)NC(O[C@H](C)[C@H](C)OC1=CC2=C(N=C(S2)C2=C3N=CC(=NC3=CC(=C2)C)OC)C=C1F)=O